methyl (S)-3-(2-(((trans)-4-(hydroxymethyl)cyclohexyl)amino)ethyl)-7-methyl-2-(2-(2-oxopyridin-1(2H)-yl)ethyl)-3,7,8,9-tetrahydro-6H-imidazo[4,5-f]quinoline-6-carboxylate OC[C@@H]1CC[C@H](CC1)NCCN1C(=NC2=C3CC[C@@H](N(C3=CC=C21)C(=O)OC)C)CCN2C(C=CC=C2)=O